1-(2-bromoethyl)-1H-imidazole hydrobromide Br.BrCCN1C=NC=C1